[4-(5-chlorooxazolo[4,5-b]pyridin-2-yl)piperazin-1-yl]-[4-[1-(2,2-dimethylpropyl)triazol-4-yl]phenyl]methanone ClC1=CC=C2C(=N1)N=C(O2)N2CCN(CC2)C(=O)C2=CC=C(C=C2)C=2N=NN(C2)CC(C)(C)C